tert-butyl (S)-2-methoxy-5-methyl-6-oxo-3-(trifluoromethyl)-5,6,6a,7,9,10-hexaHydro-8H-pyrazino[1,2-a]pyrido[3,2-e]pyrazine-8-carboxylate COC=1C(=CC=2N(C([C@H]3N(C2N1)CCN(C3)C(=O)OC(C)(C)C)=O)C)C(F)(F)F